S(C1(C(C=C(C=C1)C)O)C(C)(C)C)C1(C(C=C(C=C1)C)O)C(C)(C)C 2,2'-thiobis(2-tert-butyl-5-methylphenol)